6-[(2S)-2-aminopropyl]-2-chloro-7-methyl-N-[(1,2-oxazol-4-yl)methyl]thieno[3,2-d]pyrimidin-4-amine N[C@H](CC1=C(C=2N=C(N=C(C2S1)NCC=1C=NOC1)Cl)C)C